O1CCN(CC1)CCOC=1C=C(C=CC1)C1=C2CCNC2=CC=C1 4-[3-(2-morpholinoethoxy)phenyl]indoline